6-chloro-3-iodo-1H-pyrazolo[3,4-b]pyridine ClC1=CC=C2C(=N1)NN=C2I